C(C)(C)(C)OC(=O)N(C1=NC=CC(=C1F)CC1=C2CCCN(C2=CC=C1)C(=O)OCC1=CC=CC=C1)C(=O)OC(C)(C)C benzyl 5-[[2-[bis(tert-butoxycarbonyl)amino]-3-fluoro-4-pyridyl]methyl]-3,4-dihydro-2H-quinoline-1-carboxylate